5-trifluoromethyl-3-(2-pyridyl)pyrazole FC(C1=CC(=NN1)C1=NC=CC=C1)(F)F